N-{(1R)-1-[3-(difluoromethyl)-2-fluorophenyl]ethyl}-2-methyl-6-[(cis)-3,4,5-trimethylpiperazin-1-yl]pyrido[3,4-d]pyrimidin-4-amine FC(C=1C(=C(C=CC1)[C@@H](C)NC=1C2=C(N=C(N1)C)C=NC(=C2)N2C[C@H](N([C@H](C2)C)C)C)F)F